2Z-6Z-farnesyl diphosphate O(P([O-])(=O)OP(=O)([O-])[O-])C\C=C(\C)/CC\C=C(\C)/CCC=C(C)C